13-hydroxystearic acid OC(CCCCCCCCCCCC(=O)O)CCCCC